C(C1=CC=CC=C1)(=O)C1=CN(C=C1)S(=O)(=O)C1=CC=C(C=C1)C 3-benzoyl-1-(4-methylbenzenesulfonyl)pyrrole